C(CCC)NC(=N)N1CC(C=2C3=C(C=CC12)C=CC=C3)C N-Butyl-1-methyl-1,2-dihydro-3H-benzo[e]indole-3-carboximidamide